ClC=1C=C(C=C2C(C(=C(NC12)NC1=C(C=C(C=C1)Cl)Cl)C(CC(C)C)=O)=O)[N+](=O)[O-] 8-chloro-2-((2,4-dichlorophenyl)amino)-3-(3-methylbutanoyl)-6-nitroquinolin-4(1H)-one